CN1C(=NN=C1C)C1[C@H]2CN(C[C@@H]12)C(=O)C1=NNC(=C1)C(C)C [(1R,5S,6r)-6-(4,5-dimethyl-4H-1,2,4-triazol-3-yl)-3-azabicyclo[3.1.0]hex-3-yl](5-isopropyl-1H-pyrazol-3-yl)methanone